C(C)(C)(C)[Si](OCC=1C=C(C=NC1)N)(C)C 5-((tert-butyl-(dimethyl)silyl)oxymethyl)pyridin-3-amine